α-(trifluoromethylsulfonyloxyimino)-cyclohexylacetonitrile FC(S(=O)(=O)ON=C(C#N)C1CCCCC1)(F)F